4-oxo-N-[(2-{[3-(trifluoromethyl)azetidin-1-yl]methyl}-1H-indol-6-yl)methyl]-4H-pyrido[1,2-a]pyrimidine-2-carboxamide O=C1C=C(N=C2N1C=CC=C2)C(=O)NCC2=CC=C1C=C(NC1=C2)CN2CC(C2)C(F)(F)F